FC1=C2C=C(N=CC2=C(C=C1)N1[C@@H]([C@H](C1)CS(=O)(=O)C)C)NC1=NC(=NC=C1)N1C[C@H]([C@H](CC1)OC)F 5-fluoro-N-{2-[(3R,4S)-3-fluoro-4-methoxypiperidin-1-yl]pyrimidin-4-yl}-8-[(2R,3S)-3-(methanesulfonylmeth-yl)-2-methylazetidin-1-yl]isoquinolin-3-amine